(3S)-3-aminobutanoate N[C@H](CC(=O)[O-])C